N1C=CC=C1.N1C=CC=C1.[Li] lithium dipyrrole